COC1CCNCC1 4-methoxy-piperidine